4-((4-methylpiperazin-1-yl)methyl)phenyl-4-nitro-1H-pyrazole-3-carboxamide CN1CCN(CC1)CC1=CC=C(C=C1)N1N=C(C(=C1)[N+](=O)[O-])C(=O)N